N1-(3-((3-(3,5-Dimethylisoxazol-4-yl)-5-hydroxybenzyl)amino)bicyclo[1.1.1]pentan-1-yl)-N5-(4-(((2S,4R)-2-methyl-1-propionyl-1,2,3,4-tetrahydroquinolin-4-yl)amino)phenyl)glutaramide CC1=NOC(=C1C=1C=C(CNC23CC(C2)(C3)NC(CCCC(=O)NC3=CC=C(C=C3)N[C@@H]3C[C@@H](N(C2=CC=CC=C32)C(CC)=O)C)=O)C=C(C1)O)C